5-(1,5-dimethyl-6-oxo-1,6-dihydropyridin-3-yl)-4-isopropyl-N-(1-isopropylpiperidin-4-yl)-1H-pyrazole-3-carboxamide CN1C=C(C=C(C1=O)C)C1=C(C(=NN1)C(=O)NC1CCN(CC1)C(C)C)C(C)C